ClC1=CC=C(C=C1)C1=C(C=CC=C1)CN1CCN(CC1)C1(CCC1)C=1C=C2CN(C(C2=CC1)=O)C1C(NC(CC1)=O)=O 3-(5-(1-(4-((4'-chloro-[1,1'-biphenyl]-2-yl)methyl)piperazin-1-yl)cyclobutyl)-1-oxoisoindolin-2-yl)piperidine-2,6-dione